3-(((nonyloxy)carbonyl)oxy)tetrahydrofuran C(CCCCCCCC)OC(=O)OC1COCC1